COCCCCC1=CC=CC1 1-(4-methoxybutyl)cyclopent-1,3-diene